BrC1=CC=C(C=C1)C(C(=O)C1=C2C(=C(N(C2=CC=C1OC)C1=CC=C(C=C1)OC)C1=CC=C(C=C1)Br)O)=O 1-(4-bromophenyl)-2-(2-(4-bromophenyl)-3-hydroxy-5-methoxy-1-(4-methoxyphenyl)-1H-indol-4-yl)ethane-1,2-dione